C(C1=CC=CC=C1)N1C(N(CC1)CC1=C(N=NN1C)C1=CC=C(C=C1)OCOC)=O 1-benzyl-3-((4-(4-(methoxymethoxy)phenyl)-1-methyl-1H-1,2,3-triazol-5-yl)methyl)imidazolidin-2-one